C(C)(C)(C)OC(=O)N1CCC(CC1)C1=CC(=C(C=C1)N1C[C@H](CC1)OC1=NC=C(C=C1)C(F)(F)F)CO (S)-4-(3-(hydroxymethyl)-4-(3-(5-(trifluoromethyl)pyridin-2-yloxy)pyrrolidin-1-yl)phenyl)piperidine-1-carboxylic acid tert-butyl ester